COC1=C(C=C(C=C1)[C@@H]1CC[C@H](CC1)CNC(=O)C1CC(C(CC1)C(=O)NC)C1=CC(=CC=C1)C1=CN=C(S1)OC)C trans-N1-((trans-4-(4-methoxy-3-methylphenyl)cyclohexyl)methyl)-M-(3-(2-methoxythiazol-5-yl)phenyl)-N4-methylcyclohexane-1,4-dicarboxamide